2-[bis(2,3-dihydro-1,4-benzodioxin-6-ylmethyl)amino]ethanehydroxamic acid O1CCOC2=C1C=CC(=C2)CN(CC(=O)NO)CC2=CC1=C(OCCO1)C=C2